C(#N)C1=NC2=CC(=CC(=C2N=C1N1CCC(CC1)C1=CC=NN1C)[C@@H](C)NC1=C(C(=O)O)C=CC=C1)C (R)-2-((1-(2-cyano-7-methyl-3-(4-(1-methyl-1H-pyrazol-5-yl)piperidin-1-yl)quinoxalin-5-yl)ethyl)amino)-benzoic acid